(2-(4-hydroxypiperidin-1-yl)-4-morpholinylphenyl)-6-(1H-pyrazol-4-yl)picolinamide OC1CCN(CC1)C1=C(C=CC(=C1)N1CCOCC1)C=1C(=NC(=CC1)C=1C=NNC1)C(=O)N